C(C)OC(CN1C2COCC1CC(C2)C(=O)OCC)=O ethyl 9-(2-ethoxy-2-oxoethyl)-3-oxa-9-azabicyclo[3.3.1]nonane-7-carboxylate